ClC1=NC=C(C(=N1)NC1=CC2=C(N(C(N2CCC2(OC(OCC2)C2=CC=CC=C2)C)=O)C)C=C1)Cl 5-[(2,5-dichloropyrimidin-4-yl)amino]-1-methyl-3-[2-(4-methyl-2-phenyl-1,3-dioxan-4-yl)ethyl]benzimidazol-2-one